C1=CC=C(C=C1)/C=C/C2=CC=C(C=C2)NC(=O)CCCC(=O)O The molecule is a dicarboxylic acid monoamide resulting from the formal condensation of one of the carboxyl groups of glutaric acid with the amino group of 4-aminostilbene. It has a role as an epitope. It is a monocarboxylic acid and a dicarboxylic acid monoamide. It derives from a glutaric acid. It derives from a hydride of a stilbene.